OCCC#CC1=CC2=C(OC[C@@H](C(N2C)=O)NC(C(=O)N[C@@H](C)C2=CC=CC=C2)=O)C=C1 N1-((S)-7-(4-hydroxybut-1-yn-1-yl)-5-methyl-4-oxo-2,3,4,5-tetrahydrobenzo[b][1,4]oxazepin-3-yl)-N2-((S)-1-phenylethyl)oxalamide